ClC=1C=C(CC2=NC=CC(=C2)N2N=C(C=3C(NCCC32)=O)C)C=C(C1F)C(F)(F)F 1-(2-(3-chloro-4-fluoro-5-(trifluoromethyl)benzyl)pyridin-4-yl)-3-methyl-1,5,6,7-tetrahydro-4H-pyrazolo[4,3-c]pyridin-4-one